ClC(C#N)C1=CC=CC=C1 Chlorophenyl-acetonitrile